dimethylbenz[a]anthracene CC1=C2C=CC3=CC=CC=C3C2=C(C4=CC=CC=C14)C